C(#N)C1C(C1)C(=O)N 2-cyanocyclopropanecarboxamide